FC=1C(=C(SC1CO)C#N)C 4-fluoro-5-(hydroxymethyl)-3-methylthiophene-2-carbonitrile